C(C)(C)(C)OC(=O)N1CCN(CC1)C1=NC=NC2=CC=C(C=C12)C1=CN(C(C(=C1)N)=O)C([2H])([2H])[2H] 4-(6-(5-amino-1-(methyl-d3)-6-oxo-1,6-dihydropyridin-3-yl)quinazolin-4-yl)piperazine-1-carboxylic acid tertButyl ester